BrC1=CC=CC(=N1)[C@@H]1N(CCC1)C(=O)OC(C)(C)C tert-butyl (R)-2-(6-bromopyridin-2-yl)pyrrolidine-1-carboxylate